CC1C2C(C(CC1C(=O)N[C@H]1C[C@H](CCC1)NC1=CC(=NC3=CC=CC=C13)C(F)(F)F)C2)(C)C 2,6,6-trimethyl-N-[(1R,3S)-3-{[2-(trifluoromethyl)quinolin-4-yl]amino}cyclohexyl]bicyclo[3.1.1]heptane-3-carboxamide